(2E)-3-(2-bromophenyl)-1-(pyridin-2-yl)prop-2-en-1-one BrC1=C(C=CC=C1)/C=C/C(=O)C1=NC=CC=C1